N-propionyl-N'-phenyl-urea C(CC)(=O)NC(=O)NC1=CC=CC=C1